heptyl-methacrylamide C(CCCCCC)C=C(C(=O)N)C